N-((3R,4S)-4-((6-(2,6-dichloro-3,5-dimethoxyphenyl)-8-(3-(trifluoromethyl)azetidin-1-yl)pyrido[3,4-d]pyrimidin-2-yl)amino)tetrahydrofuran-3-yl)acrylamide ClC1=C(C(=C(C=C1OC)OC)Cl)C1=CC2=C(N=C(N=C2)N[C@H]2[C@H](COC2)NC(C=C)=O)C(=N1)N1CC(C1)C(F)(F)F